C(C)(C)C1N2C(C=3C=NC(=CC3C1)OC)=CC(C(=C2)C(=O)O)=O 6-isopropyl-3-methoxy-10-oxo-5,10-dihydro-6H-pyrido[2,1-a][2,7]Naphthyridine-9-carboxylic acid